F[C@@H]1[C@@H](C[C@]2(C=C[C@@H]1N2C)C)N(C2=CC=C(N=N2)C2=C(C=C(C=C2)C2=CC(=NC=C2)OC)O)C 2-(6-(((1S,3R,4R,5S)-4-fluoro-1,8-dimethyl-8-azabicyclo[3.2.1]oct-6-en-3-yl)(methyl)amino)pyridazin-3-yl)-5-(2-methoxypyridin-4-yl)phenol